(R)-3-((5-chloro-1H-indol-2-yl)methyl)-1-methyl-1-(1-methylpiperidin-3-yl)urea ClC=1C=C2C=C(NC2=CC1)CNC(N([C@H]1CN(CCC1)C)C)=O